2-chloro-4,6-bis(propan-2-yl-d7)-1,3,5-triazine ClC1=NC(=NC(=N1)C(C([2H])([2H])[2H])(C([2H])([2H])[2H])[2H])C(C([2H])([2H])[2H])(C([2H])([2H])[2H])[2H]